Cl.N[C@H](C(=O)NC1=NC(=C(C=C1)C=1C(=NNC1C)C)N)C(C1CCCCC1)C1CCCCC1 (2S)-2-amino-N-[6-amino-5-(3,5-dimethyl-1H-pyrazol-4-yl)-2-pyridinyl]-3,3-dicyclohexyl-propionamide hydrochloride